(1-(2-((1R,3R,4S)-3-(3-chloroprop-1-en-2-yl)-4-methyl-4-vinylcyclohexyl)allyl)piperidin-4-yl)methanol ClCC(=C)[C@@H]1C[C@@H](CC[C@]1(C=C)C)C(CN1CCC(CC1)CO)=C